caprylamide acetate C(C)(=O)O.C(CCCCCCC)(=O)N